7-((4-(2-methyl-6-(methylcarbamoyl)quinoxal-3-yl)piperazin-1-yl)methyl)-3,6-difluoropyrazolo[1,5-a]quinoxaline-4(5H)-one CC1=NC2=CC=C(C=C2N=C1N1CCN(CC1)CC=1C(=C2NC(C=3N(C2=CC1)N=CC3F)=O)F)C(NC)=O